CC1(C[C@@H](O1)[C@]1(CN(CC1)CC=1N=NC(=CC1)C(F)(F)F)CCC1=CC=C(C#N)C=C1)C |o1:3| 4-(2-((R)-3-((R or S)-4,4-dimethyloxetan-2-yl)-1-((6-(trifluoromethyl)pyridazin-3-yl)methyl)pyrrolidin-3-yl)ethyl)benzonitrile